C(C)(C)N1C(=NN=C1)C1=CC=C(C=C1)C=1C=C(C=NC1)C1=C2C(=NC=C1)NC(=C2)C(=O)NCC=2C=NC=CC2 4-(5-(4-(4-isopropyl-4H-1,2,4-triazol-3-yl)phenyl)pyridin-3-yl)-N-(pyridin-3-ylmethyl)-1H-pyrrolo[2,3-b]pyridine-2-carboxamide